N-[(1R)-2-[(3-aminocyclobutyl)amino]-1-methyl-2-oxo-ethyl]-4-[[3-[1-(cyanomethyl)-3-(trifluoromethyl)pyrazol-4-yl]imidazo[1,2-a]pyrazin-8-yl]amino]-2-ethyl-benzamide formate C(=O)O.NC1CC(C1)NC([C@@H](C)NC(C1=C(C=C(C=C1)NC=1C=2N(C=CN1)C(=CN2)C=2C(=NN(C2)CC#N)C(F)(F)F)CC)=O)=O